4-chloro-8-[(dimethylamino)methyl]-5-(2,2,2-trifluoroethyl)pyrimido[5,4-b]indole-2-carboxylic acid ClC1=NC(=NC2=C1N(C=1C=CC(=CC21)CN(C)C)CC(F)(F)F)C(=O)O